methyl (E)-3-(3,5-difluoro-4-formylphenyl)acrylate FC=1C=C(C=C(C1C=O)F)/C=C/C(=O)OC